5,10,15,20-tetrakis(4-methoxyphenyl)-21h,23h-porphyrin iron chloride [Fe](Cl)Cl.COC1=CC=C(C=C1)C=1C2=CC=C(N2)C(=C2C=CC(C(=C3C=CC(=C(C=4C=CC1N4)C4=CC=C(C=C4)OC)N3)C3=CC=C(C=C3)OC)=N2)C2=CC=C(C=C2)OC